(S)-N-((S)-1-(4-(benzyloxy)phenyl)ethyl)-2-methylpropane-2-sulfinamide C(C1=CC=CC=C1)OC1=CC=C(C=C1)[C@H](C)N[S@@](=O)C(C)(C)C